3,9-dichloroperylene-4,10-dicarboxylic acid ClC=1C=CC=2C3=CC=C(C=4C(=CC=C(C5=CC=C(C1C52)C(=O)O)C43)Cl)C(=O)O